COC1=C(C(=O)OC2=C(C(=C(C(=O)O)C(=C2C(F)(F)F)C)C)C)C(=CC(=C1)OCOC)C 4-((2-methoxy-4-(methoxymethoxy)-6-methylbenzoyl)oxy)-2,3,6-trimethyl-5-(trifluoromethyl)benzoic acid